3-bromo-5-nitro-1-(trifluoromethyl)indole BrC1=CN(C2=CC=C(C=C12)[N+](=O)[O-])C(F)(F)F